S1N=CN=C1OC1=C(C=C(C=C1)NC(=O)NC(=O)C1CC(C1)OC)C N-((4-((1,2,4-thiadiazol-5-yl)oxy)-3-methylphenyl)carbamoyl)-3-methoxycyclobutane-1-carboxamide